C(#N)C1=C(C2=C(S1)C(=CC=C2)OC)CCNC2=CC(=NC=N2)C2=CC(=CS2)OCC 5-{6-[2-(2-Cyano-7-methoxy-benzo[b]thiophen-3-yl)-ethylamino]-pyrimidin-4-yl}-3-ethoxy-thiophen